C1(=CC=C(C=C1)C(C(Cl)Cl)=O)C(C(Cl)Cl)=O 1,1'-(1,4-phenylene)bis(2,2-dichloroethane-1-one)